ClC1=C(C=C(C=2C(=C3N(C12)CCN(C3)C(CN3C(OCC3)=O)=O)C=3C=NNC3)OCC#N)Cl 2-((6,7-Dichloro-2-(2-(2-oxooxazolidin-3-yl)acetyl)-10-(1H-pyrazol-4-yl)-1,2,3,4-tetrahydropyrazino[1,2-a]indol-9-yl)oxy)acetonitrile